3-(2-dibenzofuranyl)biphenyl C1=C(C=CC=2OC3=C(C21)C=CC=C3)C=3C=C(C=CC3)C3=CC=CC=C3